C(C)(C)(C)N1N=NC(=C1)C(=O)NCC1=C(C=C(C=C1)B1OC(C(O1)(C)C)(C)C)C 1-tert-butyl-N-[[2-methyl-4-(4,4,5,5-tetramethyl-1,3,2-dioxaborolan-2-yl)phenyl]methyl]triazole-4-carboxamide